5-(1-(2,2-difluoroethyl)-1H-benzo[d][1,2,3]triazol-6-yl)-6-fluoro-N-((3R,4R)-3-fluoro-1-(2-methoxyethyl)piperidin-4-yl)-4-methoxypyrrolo[2,1-f][1,2,4]triazin-2-amine FC(CN1N=NC2=C1C=C(C=C2)C=2C(=CN1N=C(N=C(C12)OC)N[C@H]1[C@@H](CN(CC1)CCOC)F)F)F